COC1=C(C=C(C=C1)B1OC(C(O1)(C)C)(C)C)C(C)N(C)C 1-(2-methoxy-5-(4,4,5,5-tetramethyl-1,3,2-dioxaborolan-2-yl)phenyl)-N,N-dimethylethan-1-amine